(t-butoxycarbonyl)-L-leucine C(C)(C)(C)OC(=O)N[C@@H](CC(C)C)C(=O)O